(R)-3-((4-(3-aminopiperidin-1-yl)-3-(but-2-yn-1-yl)-2,6-dioxo-3,6-dihydropyrimidin-1(2H)-yl)methyl)-N-(3-methylphenylethyl)benzamide N[C@H]1CN(CCC1)C=1N(C(N(C(C1)=O)CC=1C=C(C(=O)NCCC2=CC(=CC=C2)C)C=CC1)=O)CC#CC